C(C)(C)(C)OC(=O)N1C[C@@H](CCC1)NC=1C2=C(N=CN1)N(C=C2CC2CC2)COCC[Si](C)(C)C (R)-3-((5-(cyclopropylmethyl)-7-((2-(trimethylsilyl)ethoxy)methyl)-7H-pyrrolo[2,3-d]pyrimidin-4-yl)amino)piperidine-1-carboxylic acid tert-butyl ester